2-Methyl-1-(4-(2-((1-(methylsulfonyl)piperidin-4-yl)amino)-5-(trifluoromethyl)pyrimidin-4-yl)-1H-pyrazol-1-yl)propan-2-ol CC(CN1N=CC(=C1)C1=NC(=NC=C1C(F)(F)F)NC1CCN(CC1)S(=O)(=O)C)(C)O